NC[C@H]1N(C[C@@H](N(C1)C=1C2=C(N(C(N1)=O)C)C=CC(=N2)Cl)C)C(C)C2=CC=C(C=C2)C(F)(F)F 4-((2S,5R)-5-(aminomethyl)-2-methyl-4-(1-(4-(trifluoromethyl)phenyl)ethyl)piperazin-1-yl)-6-chloro-1-methylpyrido[3,2-d]pyrimidin-2(1H)-one